3-{[(1-{[2-(ethoxymethoxy)naphthalen-1-yl]methyl}naphthalen-2-yl)oxy]methyl}-1-methylazetidine C(C)OCOC1=C(C2=CC=CC=C2C=C1)CC1=C(C=CC2=CC=CC=C12)OCC1CN(C1)C